3-(6-Methanesulfonylaminocarbonyl-1-oxo-1,3-dihydroisoindol-2-yl)biphenyl-4-carboxylic acid methyl ester COC(=O)C1=C(C=C(C=C1)C1=CC=CC=C1)N1C(C2=CC(=CC=C2C1)C(=O)NS(=O)(=O)C)=O